tert-butyl 7-{7-bromo-8-fluoro-6-iodo-2-[(1-methylpiperidin-4-yl) amino] quinazolin-4-yl}-2,7-diazaspiro[3.5]nonane-2-carboxylate BrC1=C(C=C2C(=NC(=NC2=C1F)NC1CCN(CC1)C)N1CCC2(CN(C2)C(=O)OC(C)(C)C)CC1)I